5-(((2R,3R)-3-Hydroxy-1-(3-oxo-3-(4-(5-(trifluoromethyl)pyrimidin-2-yl)piperazin-1-yl)propoxy)butan-2-yl)amino)-4-(trifluoromethyl)pyridazin-3(2H)-one O[C@@H]([C@@H](COCCC(N1CCN(CC1)C1=NC=C(C=N1)C(F)(F)F)=O)NC1=C(C(NN=C1)=O)C(F)(F)F)C